N-(4-(3-amino-2-(3-fluoro-4-((4-methylpyrimidin-2-yl)oxy)phenyl)-8,9-dihydro-7H-6-oxa-4,9a-diazabenzo[cd]azulen-1-yl)phenyl)-2-cyclopropylacrylamide NC1=NC=C2C3=C1C(=C(N3CCCO2)C2=CC=C(C=C2)NC(C(=C)C2CC2)=O)C2=CC(=C(C=C2)OC2=NC=CC(=N2)C)F